CNC(=O)C1=NC2=CC(=CC=C2C=C1)C1=CC(=CC=C1)NC(C=C)=O N-methyl-7-[3-(prop-2-enamido)phenyl]quinoline-2-carboxamide